(±)-ethyl-4-(3-(4,5-dichloro-1-methyl-6-((3-methyl-2-oxooxazolidin-5-yl)methoxy)-1H-indole-2-carboxamido)tetrahydrofuran-3-yl)benzoate C(C)OC(C1=CC=C(C=C1)C1(COCC1)NC(=O)C=1N(C2=CC(=C(C(=C2C1)Cl)Cl)OCC1CN(C(O1)=O)C)C)=O